2-(2,2-difluorocyclopropyl)ethenone FC1(C(C1)C=C=O)F